Ortho-aminobenzoic acid NC1=C(C(=O)O)C=CC=C1